N-(4-fluoro-3-methylphenyl)-2,3,6-trimethyl-4-oxo-2,4,5,6,7,8-hexahydropyrrolo[3,4-c]azepine-1-carboxamide FC1=C(C=C(C=C1)NC(=O)C=1N(C(=C2C(NC(CCC21)C)=O)C)C)C